benzyl 3-benzyl-4-((2-ethylhexyl)(ethoxycarbonyl)amino)butanoate C(C1=CC=CC=C1)C(CC(=O)OCC1=CC=CC=C1)CN(C(=O)OCC)CC(CCCC)CC